4-FLUOROBUTYRIC ACID FCCCC(=O)O